NC1=C(C(=O)N)C=C(C=C1C1=C(C(=CC=C1C)O)C)C=1C=NC=CC1 2-amino-3-(3-hydroxy-2,6-dimethylphenyl)-5-(pyridin-3-yl)benzamide